7-bromo-4-ethyl-3,4-dihydro-2H-benzo[b][1,4]oxazine BrC=1C=CC2=C(OCCN2CC)C1